(R)-N-(1-(5-fluoro-2-(2,2,2-trifluoroethoxy)phenyl)ethyl)-3-(1H-pyrazol-4-yl)pyrazolo[1,5-a]pyrimidine-5-amine FC=1C=CC(=C(C1)[C@@H](C)NC1=NC=2N(C=C1)N=CC2C=2C=NNC2)OCC(F)(F)F